2-(5-(6-chloro-5-methoxy-3-(1H-pyrazol-4-yl)-1H-pyrrolo[3,2-b]pyridin-2-yl)-1H-1,2,4-triazol-3-yl)-2,2-difluoroethan-1-ol ClC=1C=C2C(=NC1OC)C(=C(N2)C2=NC(=NN2)C(CO)(F)F)C=2C=NNC2